2-{[(3R,4S)-1-[4-({8-[(2R,3S)-3-[(ethanesulfonyl)methyl]-2-methylazetidin-1-yl]-5-(propan-2-yl)isoquinolin-3-yl}amino)pyrimidin-2-yl]-3-fluoro-piperidin-4-yl]oxy}ethan-1-ol C(C)S(=O)(=O)C[C@@H]1[C@H](N(C1)C=1C=CC(=C2C=C(N=CC12)NC1=NC(=NC=C1)N1C[C@H]([C@H](CC1)OCCO)F)C(C)C)C